FC1([C@@H]([C@@H](N(C1)C(C(C)C)=O)CC=1C=C(C=CC1)C1=CC(=CC=C1)F)NS(=O)(=O)C)F N-[(2S,3R)-4,4-difluoro-2-[(3'-fluoro[1,1'-biphenyl]-3-yl)methyl]-1-(2-methyl-propanoyl)pyrrolidin-3-yl]methane-sulfonamide